pyridin-2(1H)-one benzenesulfonate C1(=CC=CC=C1)S(=O)(=O)O.N1C(C=CC=C1)=O